NC1=CC(=C(C=C1)C1CCC(CC1)N1CCC2(C[C@H](CO2)N2C=NC3=CC=C(C=C3C2=O)OC2=C(C(=CC=C2F)NS(N(C)CC)(=O)=O)C#N)CC1)F (3R)-8-[4-(4-amino-2-fluoro-phenyl)cyclohexyl]-3-[6-[2-cyano-3-[[ethyl(methyl)sulfamoyl]amino]-6-fluoro-phenoxy]-4-oxo-quinazolin-3-yl]-1-oxa-8-azaspiro[4.5]decane